FC=1C=CC(=NC1)CN 5-fluoropyridine-2-methylamine